N=1ON=C2C1C=CC(=C2)COC2=C(CN[C@H](CO)C(=O)O)C=C(C(=C2)OCC=2C(=C(C=CC2)C2=CC=CC=C2)C)Cl (2-(benzo[c][1,2,5]oxadiazol-5-ylmethoxy)-5-chloro-4-((2-methyl-[1,1'-biphenyl]-3-yl)methoxy)benzyl)-D-serine